C(CC=C)N1C(C2=C(C(=C1)C1=CC(=C(C=C1)F)C(=O)N1CCOCC1)C=C(N2)C)=O 6-but-3-enyl-4-[4-fluoro-3-(morpholine-4-carbonyl)phenyl]-2-methyl-1H-pyrrolo[2,3-c]pyridin-7-one